Cl.S1C(=NC(=C1)[2H])N thiazol-4-d-2-amine hydrochloride salt